ClC=1C=C(C=C(C1)F)C1=CC(=CC(=N1)OC=1C=NC(=NC1)N1CCN(CC1)C(=O)OC(C)(C)C)C(=O)OC tert-Butyl 4-(5-((6-(3-chloro-5-fluorophenyl)-4-(methoxycarbonyl)pyridin-2-yl)oxy)pyrimidin-2-yl)piperazine-1-carboxylate